FC(C1=CC=C(C=C1)N1C[C@@H]2N(C3=C1C=CC=N3)C[C@@H](C2)NS(=O)(=O)C)(F)F N-((6aR,8R)-5-(4-(trifluoromethyl)phenyl)-5,6,6a,7,8,9-hexahydropyrido[3,2-e]pyrrolo[1,2-a]pyrazin-8-yl)methanesulfonamide